C(CCC)N(CCCC)[Si](C)(C)N(CCCC)CCCC bis(dibutylamino)dimethylsilane